2-[3-(4-Bromopyrazol-1-yl)-1-[2-[[1-[2-oxo-2-(4-tetrahydropyran-4-ylpiperazin-1-yl)ethyl]pyrazol-4-yl]amino]-[1,2,4]triazolo[1,5-a]pyridin-8-yl]azetidin-3-yl]acetonitril BrC=1C=NN(C1)C1(CN(C1)C=1C=2N(C=CC1)N=C(N2)NC=2C=NN(C2)CC(N2CCN(CC2)C2CCOCC2)=O)CC#N